4-(4-aminopiperidin-1-yl)-3-(6-chloro-1H-1,3-benzodiazol-2-yl)-5-(3-fluoro-5-methylphenyl)pyridin NC1CCN(CC1)C1=C(C=NC=C1C1=CC(=CC(=C1)C)F)C1=NC2=C(N1)C=C(C=C2)Cl